FC1=C2C(=NNC2=CC(=C1)F)C(=O)O 4,6-difluoro-1H-indazole-3-carboxylic acid